4-(4,4,5,5-Tetramethyl-1,3-dioxolan-2-yl)cyclohexane-1-one CC1(OC(OC1(C)C)C1CCC(CC1)=O)C